(Hydroxy(pyridin-4-yl)methyl)benzoic acid OC(C1=CC=NC=C1)C1=C(C(=O)O)C=CC=C1